N-((2S,3S,4R)-3,4-dihydroxy-1-(((2S,3R,4S,5R,6R)-3,4,5-trihydroxy-6-(hydroxymethyl)tetrahydro-2H-pyran-2-yl)oxy)octadecan-2-yl)-11-(piperidin-1-yl)undecanamide O[C@@H]([C@H](CO[C@H]1O[C@@H]([C@@H]([C@@H]([C@H]1O)O)O)CO)NC(CCCCCCCCCCN1CCCCC1)=O)[C@@H](CCCCCCCCCCCCCC)O